ONC(=O)C=1C=C(C2=CC=C(C=C2C1)C1=CC=C(C=C1)C(F)(F)F)C1=CC=C(C=C1)[C@@H]1[C@H]2CN([C@@H](C1)C2)C(=O)OC(C)(C)C tert-Butyl (1S,4S,5S)-5-(4-(3-(hydroxycarbamoyl)-6-(4-(trifluoromethyl)phenyl)naphthalen-1-yl)phenyl)-2-azabicyclo[2.2.1]heptane-2-carboxylate